octahydropyrrolo[3,4-c]pyrrole dihydrochloride Cl.Cl.C1NCC2C1CNC2